C(C)N(CCCOC(=O)OC(CCOC(CCCCCCC(OCC(CCC)CCC)OCC(CCC)CCC)=O)CCCCCCCCCCCC)CC 3-(((3-(diethylamino)propoxy)carbonyl)oxy)pentadecyl-8,8-bis((2-propylpentyl)oxy)octanoate